C(C)(C)(C)OC(=O)N1C[C@H](OCC1)COCC#C (S)-2-((prop-2-yn-1-yloxy)methyl)morpholine-4-carboxylic acid tert-butyl ester